6-[4-Methyl-3-(trifluoromethyl)phenyl]-4-oxo-4,5-dihydropyrazolo[1,5-a]pyrazine-2-carboxylic acid CC1=C(C=C(C=C1)C=1NC(C=2N(C1)N=C(C2)C(=O)O)=O)C(F)(F)F